FC1=CC=C(C(=N1)C)NCCC(=O)NC=1C=NN(C1)CC(=O)O 2-[4-[3-[(6-fluoro-2-methyl-3-pyridyl)amino]propanoylamino]pyrazol-1-yl]acetic acid